C1OC=2C(=CC=C3NC=C(CCN)C23)O1 4,5-methylenedioxytryptamine